FC=1C=2N(C=C(C1)C(NC1=C(C=C(C=N1)N1CCN(CC1)C(=O)OC(C)(C)C)OC)=N)C=C(N2)C tert-butyl 4-(6-(8-fluoro-2-methylimidazo[1,2-a]pyridine-6-carboximidamido)-5-methoxy pyridin-3-yl)piperazine-1-carboxylate